2-(Dimethylamino)-Acetic Acid CN(CC(=O)O)C